C1(=CC=C(C=C1)C=1C=CC2=C(C3=C(S2)C(=CC=C3)C=3C=C(C=CC3)C3=CC(=CC=C3)C3=CC=CC2=C3C=CO2)C1)C1=CC=CC=C1 8-(1,1'-biphenyl-4-yl)-4-[3'-(dibenzothiophene-4-yl)biphenyl-3-yl]-[1]Benzofuran